aluminum magnesium silicate [Si]([O-])([O-])([O-])[O-].[Mg+2].[Al+3]